N-[(1S)-1-phenylethyl]carbamate C1(=CC=CC=C1)[C@H](C)NC([O-])=O